1-[(2R,5S)-5-(ethoxymethyl)-2,5-dihydrofuran-2-yl]-3-ethyl-5-methyl-1,2,3,4-tetrahydropyrimidine-2,4-dione C(C)OC[C@@H]1C=C[C@@H](O1)N1C(N(C(C(=C1)C)=O)CC)=O